(S)-(4-fluorophenyl)(4-((1-hydroxy-3,3-dimethylbut-2-yl)amino)-2-((4-(4-methylpiperazin-1-yl)phenyl)amino)-7H-pyrrolo[2,3-d]pyrimidin-5-yl)methanone FC1=CC=C(C=C1)C(=O)C1=CNC=2N=C(N=C(C21)N[C@H](CO)C(C)(C)C)NC2=CC=C(C=C2)N2CCN(CC2)C